tert-butyl (4-fluoro-3-((2-((1-methyl-1H-pyrazol-4-yl)amino)-5-(trifluoromethyl)pyrimidin-4-yl)amino)phenyl)carbamate FC1=C(C=C(C=C1)NC(OC(C)(C)C)=O)NC1=NC(=NC=C1C(F)(F)F)NC=1C=NN(C1)C